ethyl 5-(pyridin-2-yl)-1,3,4-oxadiazole-2-carboxylate N1=C(C=CC=C1)C1=NN=C(O1)C(=O)OCC